BrC1=CC(=CC=2C=C(OC21)OB(O)O)OC(C)C (7-bromo-5-isopropoxybenzofuran-2-yl)boric acid